Ethyl β-(1-methylpropyl)-3-pyridinepropanoate CC(CC)C(CC(=O)OCC)C=1C=NC=CC1